NC(C(=O)O)CCCN α,δ-diaminopentanoic acid